5-(8-(8,8-difluoro-6-azaspiro[3.4]octan-6-yl)imidazo[1,2-b]pyridazin-6-yl)pyrimidine-2,4(1H,3H)-dione FC1(CN(CC12CCC2)C=2C=1N(N=C(C2)C=2C(NC(NC2)=O)=O)C=CN1)F